C(C)OC(=O)C1(C(CN(CC1)C(=O)OC(C)(C)C)(F)F)C 3,3-difluoro-4-methyl-piperidine-1,4-dicarboxylic acid 1-tert-butyl 4-ethyl ester